N-((2S,3R,4R,5R)-2,3,4,5,6-pentahydroxyhexyl)-L-methionine sodium [Na].O[C@@H](CN[C@@H](CCSC)C(=O)O)[C@H]([C@@H]([C@@H](CO)O)O)O